FC=1C(=C(C=C2NC(C=3N(C12)C(=NN3)C)(C)C)C)C=3C=CC=C1C(=CNC31)C 9-fluoro-1,4,4,7-tetramethyl-8-(3-methyl-1H-indol-7-yl)-5H-[1,2,4]triazolo[4,3-a]quinoxaline